ClC=1N=C(C2=CN=C(C(=C2C1C)F)Cl)N1CC2COCC(C1)N2C(=O)OC(C)(C)C tert-butyl 7-(3,6-dichloro-5-fluoro-4-methyl-2,7-naphthyridin-1-yl)-3-oxa-7,9-diazabicyclo[3.3.1]nonane-9-carboxylate